C(C1=CC=CC=C1)OC1=CC=C2CCN(CC2=C1)CC1=NC2=C(N1C[C@H]1OCC1)C=C(C=C2)C(=O)OC(C)(C)C tert-butyl (S)-2-((7-(benzyloxy)-3,4-dihydroisoquinolin-2(1H)-yl) methyl)-1-((oxetan-2-yl) methyl)-1H-benzo[d]imidazole-6-carboxylate